C1(CC1)C1=CC(=C(C(=C1)C)N1N=C2N=C(NC(C2=C1)=O)C1CC(C1)OC)C 2-(4-cyclopropyl-2,6-dimethylphenyl)-6-[(1s,3s)-3-methoxycyclobutyl]-2,5-dihydro-4H-pyrazolo[3,4-d]pyrimidin-4-one